Cl.C1C(CC12CCNCC2)N2CCN(CC2)C2=CC=C(C=C2)NC2=C1N=CN(C1=NC=N2)C2CC(C2)NC(CC2=CC=CC=C2)=O N-((1s,3s)-3-(6-((4-(4-(7-azaspiro[3.5]nonane-2-yl)piperazin-1-yl)phenyl)amino)-9H-purin-9-yl)cyclobutyl)-2-phenylacetamide hydrochloride